C(C)(C)(CCC)C1=CC=C(C=C1)O para-tertiary-hexylphenol